tert-butyl 2-[2-(4-{2-[1-(5-chloro-1H-1,3-benzodiazol-2-yl)-5-hydroxy-3-[4-(trifluoromethyl) phenyl]-1H-pyrazol-4-yl]ethyl}phenoxy)ethoxy]acetate ClC1=CC2=C(NC(=N2)N2N=C(C(=C2O)CCC2=CC=C(OCCOCC(=O)OC(C)(C)C)C=C2)C2=CC=C(C=C2)C(F)(F)F)C=C1